2-((3-(2-bromo-3-phenylanilino)-1-methylpyrazolo[4,5-b]pyridin-6-ylmethylene)amino)-3-hydroxybutyric acid BrC1=C(NC2=NN(C=3C2=NC=C(C3)C=NC(C(=O)O)C(C)O)C)C=CC=C1C1=CC=CC=C1